6-methyl-5-(1-methylazetidin-3-yl)pyridazin-3-amine CC1=C(C=C(N=N1)N)C1CN(C1)C